BrC1=NN2C(CN([C@H](C2)C)C(=O)OC(C)(C)C)=C1I tert-butyl (6S)-2-bromo-3-iodo-6-methyl-6,7-dihydropyrazolo[1,5-a]pyrazine-5(4H)-carboxylate